Methyl 4-bromo-3-chloro-2-methylbenzoate BrC1=C(C(=C(C(=O)OC)C=C1)C)Cl